methyl 2-[5-chloro-2-(4-morpholin-4-ylmethyl-phenylamino)-pyrimidin-4-ylamino]-thiophene-3-carboxylate ClC=1C(=NC(=NC1)NC1=CC=C(C=C1)CN1CCOCC1)NC=1SC=CC1C(=O)OC